N-Undecylpyrrolidinium acetat C(C)(=O)[O-].C(CCCCCCCCCC)[NH+]1CCCC1